N1(CCC2=CC=CC=C12)CC1=NC2=CC=C(C=C2C(N1)=O)OCCCCNC(OC(C)(C)C)=O tert-butyl N-[4-[[2-(indolin-1-ylmethyl)-4-oxo-3H-quinazolin-6-yl]oxy]butyl]carbamate